2,6-diphenyl-7H-purine C1(=CC=CC=C1)C1=NC(=C2NC=NC2=N1)C1=CC=CC=C1